1-(2-(6-(2-chloro-4-(pyridin-2-yloxy)phenyl)quinazolin-8-yl)pyrrolidin-1-yl)but-2-yn-1-one ClC1=C(C=CC(=C1)OC1=NC=CC=C1)C=1C=C2C=NC=NC2=C(C1)C1N(CCC1)C(C#CC)=O